NC1=NC=CC=C1C1=NC=2C(=NC(=CC2)C2=CC=CC=C2)N1C1=CC=C(CNC(C2=CC(=C(C=C2)C=O)O)=O)C=C1 N-(4-(2-(2-aminopyridin-3-yl)-5-phenyl-3H-imidazo[4,5-b]pyridin-3-yl)benzyl)-4-formyl-3-hydroxybenzamide